NC=1C=C(C=NC1C)NC(C[C@H]1N(CCC1)CC1CCCC1)=O (S)-N-(5-amino-6-methylpyridin-3-yl)-2-(1-(cyclopentylmethyl)pyrrolidin-2-yl)acetamide